6-amino-N-(2-(2,6-dioxopiperidin-3-yl)-1,3-dioxoisoindolin-4-yl)hexanamide NCCCCCC(=O)NC1=C2C(N(C(C2=CC=C1)=O)C1C(NC(CC1)=O)=O)=O